((S)-2-methylpiperazin-1-yl)-10-(trifluoromethyl)-3,4-dihydro-2H,6H-[1,4]thiazepino[2,3,4-ij]quinazolin-6-one C[C@@H]1N(CCNC1)C1CCN2C(N=CC3=CC(=CC(=C23)S1)C(F)(F)F)=O